sulfur trioxide S(=O)(=O)=O